2-fluoro-2-methyl-3-(methylphenylamino)-3-oxopropionic acid FC(C(=O)O)(C(=O)N(C1=CC=CC=C1)C)C